C(CCCCCCCCCC#C\C=C/CC)CC(=O)[O-] (Z)-hexadec-13-en-11-yn-1-ylacetate